[3-bromo-1-(2,2,2-trifluoroethyl)pyrazolo[4,3-c]pyridin-6-yl]-(1,4-oxazepan-4-yl)-methanone BrC1=NN(C2=C1C=NC(=C2)C(=O)N2CCOCCC2)CC(F)(F)F